O=C1NC(CCC1N1C(C2=CC=C(C=C2C1)CNC(/C(/CC1=CC=C(C=C1)OC(F)(F)F)=N/O)=O)=O)=O (E)-N-((2-(2,6-dioxopiperidin-3-yl)-1-oxoisoindolin-5-yl)methyl)-2-(hydroxyimino)-3-(4-(trifluoromethoxy)phenyl)propanamide